rac-(2R,4R)-6-chloro-N-{3-[2-(4-chloro-3-fluorophenoxy)acetamido]bicyclo[1.1.1]pent-1-yl}-4-hydroxy-3,4-dihydro-2H-1-benzopyran-2-carboxamide ClC=1C=CC2=C([C@@H](C[C@@H](O2)C(=O)NC23CC(C2)(C3)NC(COC3=CC(=C(C=C3)Cl)F)=O)O)C1 |r|